5-FORMYL-4-METHYL-1H-PYRROLE-2-CARBOXYLIC ACID ETHYL ESTER C(C)OC(=O)C=1NC(=C(C1)C)C=O